CC1(OCCO1)CCO methyl-1,3-dioxolane-2-ethanol